Methyl 4-(methylthio)-2-thiophenecarboxylate CSC=1C=C(SC1)C(=O)OC